CN1CCN(CC1)C1=CC(=C(C(=O)OC(C)(C)C)C=C1)N(C1CN(CCC1)C(C(F)(F)F)=O)C(C(F)(F)F)=O tert-butyl 4-(4-methylpiperazin-1-yl)-2-[(2,2,2-trifluoroacetyl)-[1-(2,2,2-trifluoroacetyl)-3-piperidyl]amino]benzoate